bis(3,5-dipropyl-4-hydroxyphenyl)sulfide C(CC)C=1C=C(C=C(C1O)CCC)SC1=CC(=C(C(=C1)CCC)O)CCC